BrC1=C(C=C(OCC2(COC2)C)C=C1C)C 3-(4-bromo-3,5-dimethyl-phenoxymethyl)-3-methyl-oxetane